C(C)N1N=CC=C1C(=O)N[C@@H](C1CC2(CC2)C1)C=1N=C2N(N=C(C=C2)CC2C(NC[C@@H](C2)C(F)(F)F)=O)C1 1-ethyl-N-((1S)-(6-(((5R)-2-oxo-5-(trifluoromethyl)piperidin-3-yl)methyl)imidazo[1,2-b]pyridazin-2-yl)(spiro[2.3]hexan-5-yl)methyl)-1H-pyrazole-5-carboxamide